C(=O)C1=CC(=CC=2C=CSC21)C(CC(=O)OCC)C2=C(C1=C(N(N=N1)CCCS(=O)(=O)C)C=C2)C ethyl 3-(7-formyl-1-benzothiophen-5-yl)-3-{4-methyl-1-[3-(methylsulfonyl)propyl]-1H-benzotriazol-5-yl}propanoate